BrC(COC1=C(C=CC(=C1)\C=C\S(=O)(=O)CCC1=CC=C(C=C1)OCC(F)(F)F)O)C(C)Br (E)-2-(2,3-dibromobutoxy)-4-{2-[4-(2,2,2-trifluoroethoxy)phenethylsulfonyl]vinyl}phenol